CC12COC(OC1)OC2 4-methyl-2,6,7-trioxabicyclo[2.2.2]octane